C[Si]1(CCCC1)C=C 1-methyl-1-vinyl-1-silacyclopentane